BrC1=C(C=C(C=C1)S(=O)(=O)N1CCC(CC1)C#N)C 1-((4-bromo-3-methylphenyl)sulfonyl)-4-cyanopiperidine